C(C)(C)NC(O[C@H]1CO[C@@H](C1)C=1C=NC(=NC1)NC1=C(C=C(C=C1)S(N)(=O)=O)F)=O |o1:6,9| rel-(3R,5S)-5-{2-[(2-fluoro-4-sulfamoylphenyl)amino]pyrimidin-5-yl}oxolan-3-yl N-isopropylcarbamate